N-(3-(6-(1-hydroxypropyl)-4-methylpyridin-3-yl)-2-(1-methyl-1H-imidazol-2-yl)-1,6-naphthyridin-7-yl)cyclopropane-1-carboxamide OC(CC)C1=CC(=C(C=N1)C=1C(=NC2=CC(=NC=C2C1)NC(=O)C1CC1)C=1N(C=CN1)C)C